(1-(methyl-sulfonyl)piperidin-4-yl)methyl 4-methylbenzenesulfonate CC1=CC=C(C=C1)S(=O)(=O)OCC1CCN(CC1)S(=O)(=O)C